6-(1,3-benzoxazol-2-yl)-2-[(diphenylmethyl)amino]-5-methoxy-3-methyl-3,4-dihydropyrimidin-4-one O1C(=NC2=C1C=CC=C2)C2=C(C(N(C(=N2)NC(C2=CC=CC=C2)C2=CC=CC=C2)C)=O)OC